NC1(CC=CC=C1)C1=CC(=CC(=C1)C1(CC=CC=C1)N)C1(CC=CC=C1)N 1,3,5-tris[4-amino(benzene-4-yl)]benzene